N1=CC=C(C=C1)CNC(NCC1CC12CCN(CC2)C(=O)OC(C)(C)C)=O tert-butyl 1-((3-(pyridin-4-ylmethyl)ureido)methyl)-6-azaspiro[2.5]octane-6-carboxylate